N-(2,2-dimethylpropyl)-3-methoxy-6-(3,4,5-trifluoroanilino)-pyridine-2-carboxamide CC(CNC(=O)C1=NC(=CC=C1OC)NC1=CC(=C(C(=C1)F)F)F)(C)C